FC=1C=C(C(=O)N2CCN(CC2)C2=C(C=C(C=C2)C(CCC)=O)F)C=CC1F 1-(4-(4-(3,4-difluorobenzoyl)piperazin-1-yl)-3-fluorophenyl)butan-1-one